(R,S)-3-hydroxy-1-methyl-3-(1-((2-(trimethylsilyl)ethoxy)methyl)-1H-pyrazol-4-yl)pyrrolidin-2-one O[C@@]1(C(N(CC1)C)=O)C=1C=NN(C1)COCC[Si](C)(C)C